N1(CCNCC1)C(=O)[C@H]1N(CC1)C(=O)OC(C)(C)C tert-butyl (S)-2-(piperazin-1-carbonyl)azetidin-1-carboxylate